O=C(C=CC(=O)O)C(=O)O Oxopentenedioic Acid